ethyl 2-methylthiophene-3-carboxylate CC=1SC=CC1C(=O)OCC